C(C1=CC=CC=C1)OC(=O)N1CCC(CC1)CN1CCC2(CCN(C2)C(=O)OC(C)(C)C)CC1 tert-butyl 8-[(1-benzyloxycarbonyl-4-piperidyl)methyl]-2,8-diazaspiro[4.5]decane-2-carboxylate